ClC=1C(=C(C(=O)O)C=C(C1)[N+](=O)[O-])C 3-chloro-2-methyl-5-nitro-benzoic acid